(E)-4-((1-(1-methyl-1H-indol-2-yl)ethylidene)amino)phenol CN1C(=CC2=CC=CC=C12)\C(\C)=N\C1=CC=C(C=C1)O